racemic-trans-2-(methylamino)cyclobutan-1-ol CN[C@H]1[C@@H](CC1)O |r|